CO[Si]1(N(CCC1)CC1=CC=CC=C1)OC 2,2-Dimethoxy-1-(benzyl)aza-2-silacyclopentane